lithium silicon [Si].[Li]